benzyl (S)-2-((R)-3-((tert-butoxycarbonyl)amino)-2-oxopyrrolidin-1-yl)-3-methylbutanoate C(C)(C)(C)OC(=O)N[C@H]1C(N(CC1)[C@H](C(=O)OCC1=CC=CC=C1)C(C)C)=O